CC1(OB(OC1(C)C)C=1C=NC(=NC1)N1CCC(CC1)CC(=O)OC(C)(C)C)C tert-butyl 2-[1-[5-(4,4,5,5-tetramethyl-1,3,2-dioxaborolan-2-yl)pyrimidin-2-yl]-4-piperidyl]acetate